ClC1=CC(N(C1(O)C1=CC=C(C=C1)F)CC1=CC=C(C=C1)F)=O 4-Chloro-5-(4-fluoro-phenyl)-5-hydroxy-1-p-fluorobenzyl-1,5-dihydro-pyrrol-2-one